(R)-5-(5-Ethyl-1,2,4-oxadiazol-3-yl)-2,3-dihydrospiro[inden-1,4'-oxazolidin]-2'-on C(C)C1=NC(=NO1)C=1C=C2CC[C@@]3(NC(OC3)=O)C2=CC1